CC(CNC(OC(C)(C)CC)=O)CCC=C(C)C tert-amyl (2,6-dimethylhept-5-en-1-yl)carbamate